rac-(3R,5S)-3-amino-5-{2-[1-(cyclopropylmethyl)-1H-pyrrolo[2,3-b]pyridin-2-yl]-1-methyl-1H-1,3-benzodiazole-5-amido}piperidine-1-carboxylic acid tert-butyl ester C(C)(C)(C)OC(=O)N1C[C@@H](C[C@@H](C1)NC(=O)C1=CC2=C(N(C(=N2)C2=CC=3C(=NC=CC3)N2CC2CC2)C)C=C1)N |r|